S(=O)(=O)(C1=CC=C(C)C=C1)OCCOCCOCC/C=C/C(=O)OC(C)(C)C tert-butyl (E)-5-(2-(2-(tosyloxy)ethoxy)ethoxy)pent-2-enoate